2-[(E)-2-[2-(5-benzyloxy-2,6-dimethyl-3-oxo-pyridazin-4-yl)6-chloro-3-fluoro-phenyl]vinyl]-6-methyl-1,3,6,2-dioxazaborocane-4,8-dione C(C1=CC=CC=C1)OC1=C(C(N(N=C1C)C)=O)C1=C(C(=CC=C1F)Cl)/C=C/B1OC(CN(CC(O1)=O)C)=O